C1=C(C=CC2=CC=CC=C12)C1=C(C=NC=N1)C#N 6-(naphthalen-2-yl)pyrimidine-5-carbonitrile